N-aminophenyl-piperazine NN1C(CNCC1)C1=CC=CC=C1